N-(diethoxyphosphinyl)-Phosphorimidic acid, triethyl ester C(C)OP(=O)(N=P(OCC)(OCC)OCC)OCC